(S)-1-(3-(4-amino-3-((3,5-difluoro-2,6-dimethoxypyridin-4-yl)ethynyl)-1H-pyrazolo[3,4-d]pyrimidin-1-yl)pyrrolidin-1-yl)prop-2-en-1-one NC1=C2C(=NC=N1)N(N=C2C#CC2=C(C(=NC(=C2F)OC)OC)F)[C@@H]2CN(CC2)C(C=C)=O